ClC1=NC(=CC(=C1)NC(=O)C1=C(N(C(=C1C)C(C(=O)NC1(CCC(CC1)O)C)=O)C)C)Cl N-(2,6-dichloropyridin-4-yl)-5-(2-(((1r,4r)-4-hydroxy-1-methylcyclohexyl)amino)-2-oxoacetyl)-1,2,4-trimethyl-1H-pyrrole-3-carboxamide